4-(5-fluoropyrimidin-2-yl)aniline tert-butyl-4-(4-(4-amino-2-fluorophenyl)piperazin-1-yl)piperidine-1-carboxylate C(C)(C)(C)OC(=O)N1CCC(CC1)N1CCN(CC1)C1=C(C=C(C=C1)N)F.FC=1C=NC(=NC1)C1=CC=C(N)C=C1